CC1=C(C=C(C=N1)NC(CN1C[C@H](CCC1)C(F)(F)F)=O)C=1C=NC2=CC(=NC=C2C1)NC (S)-N-(6-methyl-5-(7-(methylamino)-1,6-naphthyridin-3-yl)pyridin-3-yl)-2-(3-(trifluoromethyl)piperidin-1-yl)acetamide